BrC1=CC(=C(C=C1)P(C(C)O)(CC)=O)F (4-bromo-2-fluorophenyl)(ethyl)(1-hydroxyethyl)phosphine oxide